[[4-amino-5-(4-methoxybenzoyl)thiazol-2-yl]-[6-(difluoromethoxy)-3-pyridyl]amino]propanamide NC=1N=C(SC1C(C1=CC=C(C=C1)OC)=O)N(C=1C=NC(=CC1)OC(F)F)C(C(=O)N)C